2,3-dimethyl-2H-thieno[3,2-c]pyrazole-5-carboxylic acid CN1N=C2C(=C1C)SC(=C2)C(=O)O